FC1=CC(=C2CN(C(C2=C1)=O)C1C(NC(CC1)=O)=O)C1=CC=CC=C1 3-(6-fluoro-1-oxo-4-phenylisoindolin-2-yl)piperidine-2,6-dione